bromomethyl-2-methylpyridine BrCC=1C(=NC=CC1)C